triazene N=NN